amino-ε-caprolactam hydrochloride Cl.NC1C(=O)NCCCC1